4-(4-hydroxymethyl-3-methoxyphenoxy)butyric acid ethyl ester C(C)OC(CCCOC1=CC(=C(C=C1)CO)OC)=O